copper adamantane formate salt C(=O)[O-].C12CC3CC(CC(C1)C3)C2.[Cu+2].C(=O)[O-]